OC1=C(C=C(C=C1)C=CC(=O)C1=CC=C(C=C1)S(=O)(=O)N1CCOCC1)OC 3-(4-Hydroxy-3-methoxyphenyl)-1-[4-(morpholine-4-sulfonyl)phenyl]prop-2-en-1-one